OC1=CC=C2C(N(C(=NC2=C1)C)C1C(NC(CC1)=O)=O)=O 3-(7-hydroxy-2-methyl-4-oxoquinazolin-3(4H)-yl)piperidine-2,6-dione